N1(CCC1)C[C@H]1C[C@@H](NC1)CONC(=O)[C@H]1N2C(N([C@H](CC1)C2)OS(=O)(=O)O)=O (2S,5R)-N-{[(2R,4S)-4-(Azetidin-1-ylmethyl)-pyrrolidin-2-yl]methyloxy}-7-oxo-6-(sulfooxy)-1,6-diazabicyclo[3.2.1]octane-2-carboxamide